1-(4-methoxyphenyl)-7-oxo-6-[2-methyl-4-(2-oxo-tetrahydropyrrole-1-yl)phenyl]-4,5,6,7-tetrahydro-1H-pyrazolo[3,4-c]pyridine-3-formamide COC1=CC=C(C=C1)N1N=C(C2=C1C(N(CC2)C2=C(C=C(C=C2)N2C(CCC2)=O)C)=O)C(=O)N